hydroxy-β-methylglutaryl-CoA OC(C(=O)SCCNC(CCNC([C@@H](C(COP(OP(OC[C@@H]1[C@H]([C@H]([C@@H](O1)N1C=NC=2C(N)=NC=NC12)O)OP(=O)(O)O)(=O)O)(=O)O)(C)C)O)=O)=O)C(CC(=O)O)C